ClC=1C=C2C=CC(=CC2=CC1)OCC(CN1CCN(CC1)C1=C(C=CC=C1Cl)Cl)O 1-((6-chloronaphthalen-2-yl)oxy)-3-(4-(2,6-dichlorophenyl)piperazin-1-yl)propan-2-ol